hydroxy-3-[4-[[2-hydroxyethyl-[2-(1H-indol-3-yl)ethyl]amino]methyl]phenyl]prop-2-enamide OC(C(=O)N)=CC1=CC=C(C=C1)CN(CCC1=CNC2=CC=CC=C12)CCO